Cl.CN(CC1C(OC=C1)(C1=CC=CC=C1)C1=CC=CC=C1)C N,N-dimethyl-2,2-diphenyl-3-furanmethanamin hydrochlorid